NC1=CC(=NC2=CC=CC(=C12)F)[N+](=O)[O-] 4-amino-2-nitro-5-fluoroquinoline